(E)-1-allyl-3-(nitromethylene)indol-2-one C(C=C)N1C(/C(/C2=CC=CC=C12)=C/[N+](=O)[O-])=O